tetraethylammonium, tetraphenylammonium salt C1(=CC=CC=C1)[N+](C1=CC=CC=C1)(C1=CC=CC=C1)C1=CC=CC=C1.C(C)[N+](CC)(CC)CC